tert-butyl 3-((5-bromo-1-methyl-1H-pyrazol-4-yl)methoxy)-3-ethylazetidine-1-carboxylate BrC1=C(C=NN1C)COC1(CN(C1)C(=O)OC(C)(C)C)CC